B([O-])([O-])Br.[La+3].[Ba+2] barium lanthanum bromoborate